O1CC(C1)OC1=NC(=NC=C1C(F)(F)F)N[C@H]1C[C@H](CCC1)C1=NN=C2N1CC[C@H](C2)C#N (7R)-3-[(1S,3R)-3-[[4-(oxetan-3-yloxy)-5-(trifluoromethyl)pyrimidin-2-yl]amino]cyclohexyl]-5,6,7,8-tetrahydro-[1,2,4]triazolo[4,3-a]pyridine-7-carbonitrile